((3-chlorobenzyl)amino)-6-nitro-2H-benzopyran-2-one ClC=1C=C(CNC=2C(OC3=C(C2)C=C(C=C3)[N+](=O)[O-])=O)C=CC1